NCC=1C=C(C=CC1)C=1C=C(C2=C(C(=CO2)COC2=C(C=CC=C2)CC(=O)O)C1)OC[C@@H]1OCCC1 (R)-2-(2-((5-(3-(aminomethyl)phenyl)-7-((tetrahydrofuran-2-yl)methoxy)benzofuran-3-yl)methoxy)phenyl)acetic acid